CN1C[C@H](CC[C@@H]1C)NC(=O)[C@H]1CCN(C2(CC2)C1)C(=O)C1=NNC(=C1)C1=CC(=NC=C1F)OC (S)-N-((3S,6S)-1,6-dimethylpiperidin-3-yl)-4-(5-(5-fluoro-2-methoxypyridin-4-yl)-1H-pyrazole-3-carbonyl)-4-azaspiro[2.5]octane-7-carboxamide